4-((1-hydroxy-2-methylpropan-2-yl)amino)-2-(((S)-2,3,4,5-tetrahydro-3-hydroxybenzo[b][1,4]oxazepin-7-yl)amino)pyrimidine-5-carboxamide OCC(C)(C)NC1=NC(=NC=C1C(=O)N)NC1=CC2=C(OC[C@H](CN2)O)C=C1